C(#N)C=1C=C(C2=C(OCCO2)C1)NC1=NC=2N(C(=C1)NC)N=CC2NC(=O)NC2CC2 1-(5-((7-cyano-2,3-dihydrobenzo[b][1,4]dioxin-5-yl)amino)-7-(methylamino)pyrazolo[1,5-a]pyrimidin-3-yl)-3-cyclopropylurea